(S)- and (R)-2-((4-cyanophenEthyl)amino)-2-(4-cyanophenyl)-N-(5-(1-methyl-1H-pyrazol-4-yl)pyridin-2-yl)acetamide C(#N)C1=CC=C(CCN[C@H](C(=O)NC2=NC=C(C=C2)C=2C=NN(C2)C)C2=CC=C(C=C2)C#N)C=C1 |r|